O=C1C(=CNC=C1)C(=O)[O-] 4-oxo-1,4-dihydropyridine-3-carboxylate